3-[(3R)-3-({6-[2-hydroxy-4-(trifluoromethyl)phenyl]-5-methylpyridazin-3-yl}amino)piperidin-1-yl]-1-(4-hydroxypiperidin-1-yl)-2,2-dimethylpropan-1-one OC1=C(C=CC(=C1)C(F)(F)F)C1=C(C=C(N=N1)N[C@H]1CN(CCC1)CC(C(=O)N1CCC(CC1)O)(C)C)C